trans-N-((trans-4-(4-Methoxy-3-methylphenyl)cyclohexyl)methyl)-N-(3-(2-methoxythiazol-5-yl)phenyl)-4-(methylsulfonamidomethyl)cyclohexanecarboxamide COC1=C(C=C(C=C1)[C@@H]1CC[C@H](CC1)CN(C(=O)[C@@H]1CC[C@H](CC1)CNS(=O)(=O)C)C1=CC(=CC=C1)C1=CN=C(S1)OC)C